5-(3-bromophenyl)-4,6-dichloro-2-phenylpyrimidine BrC=1C=C(C=CC1)C=1C(=NC(=NC1Cl)C1=CC=CC=C1)Cl